4-((7-((1-acetylpiperidin-4-yl)oxy)-6-methoxyquinolin-4-yl)oxy)-N-(2-(4-fluorophenyl)-4-oxothiazolidin-3-yl)benzamide C(C)(=O)N1CCC(CC1)OC1=C(C=C2C(=CC=NC2=C1)OC1=CC=C(C(=O)NN2C(SCC2=O)C2=CC=C(C=C2)F)C=C1)OC